ClC=1C(=CC2=C([C@@H]([C@](O2)(C2=CC=CC=C2)CNC(OCCCC)=O)C)C1C1=C(C(=CC=C1C#N)OC[C@H](C)OC1OCCCC1)F)F butyl (((2S,3S,4S)-5-chloro-4-(6-cyano-2-fluoro-3-((2S)-2-((tetrahydro-2H-pyran-2-yl)oxy)propoxy)phenyl)-6-fluoro-3-methyl-2-phenyl-2,3-dihydrobenzofuran-2-yl)methyl)carbamate